2-(3-(2-(3-(2-aminoethoxy)prop-oxy)ethoxy)propan-amido)-N-(5-nitrothiazol-2-yl)benzamide NCCOCCCOCCOCCC(=O)NC1=C(C(=O)NC=2SC(=CN2)[N+](=O)[O-])C=CC=C1